Cl.FC(C(C)(C)NC1CCC(CC1)N)(F)F N1-(1,1,1-trifluoro-2-methylpropan-2-yl)cyclohexane-1,4-diamine hydrochloride